hexafluoro-2-butyne FC(C#CC(F)(F)F)(F)F